COC(=O)C1=NC2=CC=C(C=C2C(=C1)OCC1CC1)Br 6-bromo-4-(cyclopropylmethoxy)quinoline-2-carboxylic acid methyl ester